butyl 4-(hydroxy(pyridin-4-yl)methyl)-2-(2,2,2-trifluoroethyl)-1H-imidazole-1-carboxylate OC(C=1N=C(N(C1)C(=O)OCCCC)CC(F)(F)F)C1=CC=NC=C1